COC(=O)C=1C=CC2=C(NC(=N2)Br)C1 2-bromo-1H-benzo[d]imidazole-6-carboxylic acid methyl ester